N-((4S,5S)-7-ethyl-3-ethynyl-4-(4-fluorophenyl)-6-oxo-1-phenyl-4,5,6,7-tetrahydro-1H-pyrazolo[3,4-b]pyridine-5-yl)-3-(trifluoromethyl)benzamide C(C)N1C2=C([C@@H]([C@@H](C1=O)NC(C1=CC(=CC=C1)C(F)(F)F)=O)C1=CC=C(C=C1)F)C(=NN2C2=CC=CC=C2)C#C